N-dihydroxyethyl-3-(trimethoxysilyl)propylamine OC(CNCCC[Si](OC)(OC)OC)O